4-Methyl-2-aminobenzamide CC1=CC(=C(C(=O)N)C=C1)N